C1(=CC=CC=C1)NP(OCC)(=O)CC1=CC=C(C=C1)C=1OC(=NN1)C(F)(F)F ethyl N-phenyl-P-(4-(5-(trifluoromethyl)-1,3,4-oxadiazol-2-yl)benzyl)phosphonamidate